ethyl (S)-2-(2-(3-(1-(1-acetylazetidin-3-yl)piperidin-4-yl)-1-methyl-1H-indazol-5-yl)-7-(4-chlorophenyl)-5-methylbenzo[d]thiazol-6-yl)-2-(tert-butoxy)acetate C(C)(=O)N1CC(C1)N1CCC(CC1)C1=NN(C2=CC=C(C=C12)C=1SC2=C(N1)C=C(C(=C2C2=CC=C(C=C2)Cl)[C@@H](C(=O)OCC)OC(C)(C)C)C)C